Cl.NC1C(N(C=2N(CC1)N=C(C2)CCN2CC(C2)OC)C)=O 6-amino-2-(2-(3-methoxyazetidin-1-yl)ethyl)-4-methyl-7,8-dihydro-4H-pyrazolo[1,5-a][1,3]diazepin-5(6H)-one hydrochloride